COC(C1=C(N=C(C=C1)N1N=C(C=C1)OCC1(CC1)CC)Cl)=O 2-chloro-6-(3-((1-ethylcyclopropyl)methoxy)-1H-pyrazol-1-yl)nicotinic acid methyl ester